5-iodo-3H-1,3-benzodiazole IC1=CC2=C(N=CN2)C=C1